5-(2-(3-fluoropyridin-2-yl)-6-(2H-1,2,3-triazol-2-yl)-1H-imidazo[4,5-c]pyridin-1-yl)tetrahydro-2H-pyran-3-amine FC=1C(=NC=CC1)C=1N(C2=C(C=NC(=C2)N2N=CC=N2)N1)C1CC(COC1)N